1-[2-[4-(2-Chlorophenyl)-2-oxo-chromen-7-yl]oxypropanoyl]piperidin ClC1=C(C=CC=C1)C1=CC(OC2=CC(=CC=C12)OC(C(=O)N1CCCCC1)C)=O